C1(=C(C=CC=C1)P([C@H](C)[C-]1C(=CC=C1)P(C=1OC=CC1)C=1OC=CC1)C1=C(C=CC=C1)C)C.[CH-]1C=CC=C1.[Fe+2] 1-[(1R)-1-[bis(2-tolyl)phosphino]ethyl]-2-(di-2-furylphosphino)ferrocene